N-[(9H-fluoren-9-ylmethoxy)carbonyl]-O-t-butyl-L-serine C1=CC=CC=2C3=CC=CC=C3C(C12)COC(=O)N[C@@H](COC(C)(C)C)C(=O)O